[N+](=O)([O-])C1=CC=C(C=C1)N1C(CNCC1)=O (4-nitrophenyl)piperazin-2-one